1,2-cyclopentanedicarboxylic acid, 1,2-di-3-butyn-1-yl ester C1(C(CCC1)C(=O)OCCC#C)C(=O)OCCC#C